2-(((3aR,4R,6R,6aS)-6-(4-((4-methoxybenzyl)(methyl)amino)-7H-pyrrolo[2,3-d]pyrimidin-7-yl)-2,2-dimethyltetrahydro-4H-cyclopenta[d][1,3]dioxol-4-yl)methoxy)ethan-1-ol COC1=CC=C(CN(C=2C3=C(N=CN2)N(C=C3)[C@@H]3C[C@@H]([C@@H]2[C@H]3OC(O2)(C)C)COCCO)C)C=C1